NC=1C(NC(N(N1)C1=CC(=C(C(=C1)Cl)OC=1C=C2C(=CC(=NC2=CC1)C=1C=NC(=CC1)F)C)Cl)=O)=O 6-amino-2-(3,5-dichloro-4-((4-methyl-2-(6-fluoropyridin-3-yl)quinolin-6-yl)oxy)phenyl)-1,2,4-triazine-3,5(2H,4H)-dione